C(C)(C)(C)OC(=O)C1C(CC1)=C(F)F (difluoromethylene)cyclobutane-1-carboxylic acid tert-butyl ester